C(C)C1(O[C@@H]2[C@@H](CN(C2=O)C=C)O1)CC (3aR,6aR)-2,2-diethyl-5-vinyl-dihydro-3aH-[1,3]dioxolo[4,5-c]pyrrol-4(5H)-one